OC1=C(C(C1=O)=O)NC=1C=C(C=C(C1)C1=NN=NN1)C1=CC(=CC=C1)C(=O)OCC ethyl 3'-((2-hydroxy-3,4-dioxocyclobut-1-en-1-yl)amino)-5'-(1H-tetrazol-5-yl)-[1,1'-biphenyl]-3-carboxylate